C(C)(C)N(P(O)(O)(CC1=CC=CC=C1)CC1=CC=CC=C1)C(C)C dibenzyl-phosphorous diisopropylamide